FC=1C=CC(=C(C1)C1(CC=C(N=C1)N)C(F)(F)F)C 5-(5-fluoro-2-methylphenyl)-5-(trifluoromethyl)pyridin-2-amine